1-methyl-6-oxabicyclo[3.1.0]hexane CC12CCCC2O1